COC1=CC(=CC2=C1OC(CO2)C=2C=NC(=CC2)OC)CN2C=NC=1C2=NC=C(C1)N1CC(C1)OC 3-((8-methoxy-2-(6-methoxypyridin-3-yl)-2,3-dihydrobenzo[b][1,4]dioxin-6-yl)methyl)-6-(3-methoxyazetidin-1-yl)-3H-imidazo[4,5-b]pyridine